N-(2-((iso-Butylamino)methyl)quinolin-8-yl)-4-(trifluoromethyl)benzenesulfonamide C(C(C)C)NCC1=NC2=C(C=CC=C2C=C1)NS(=O)(=O)C1=CC=C(C=C1)C(F)(F)F